tert-butyl (3-(7-carbamoyl-3-chloro-5-fluoro-2-methyl-1H-indol-4-yl)cyclohex-2-en-1-yl)carbamate C(N)(=O)C=1C=C(C(=C2C(=C(NC12)C)Cl)C1=CC(CCC1)NC(OC(C)(C)C)=O)F